3-cyclopropyl-1-((1-methyl-2-(trifluoromethyl)cyclopropyl)methyl)-N-(2-(S-methylsulfonimidoyl)pyridin-4-yl)-4-(trifluoromethyl)-1H-pyrazole-5-carboxamide C1(CC1)C1=NN(C(=C1C(F)(F)F)C(=O)NC1=CC(=NC=C1)S(=O)(=N)C)CC1(C(C1)C(F)(F)F)C